2-(5,6-difluoro-1H-indazol-3-yl)-6-fluoro-5-(1,3,4-oxadiazol-2-yl)quinoline FC=1C=C2C(=NNC2=CC1F)C1=NC2=CC=C(C(=C2C=C1)C=1OC=NN1)F